ethyl (3,5,9-trimethyldec-4-en-1-yl) oxalate C(C(=O)OCCC(C=C(CCCC(C)C)C)C)(=O)OCC